5-(methoxy-d3)pyridine-2-sulfonyl chloride C(OC=1C=CC(=NC1)S(=O)(=O)Cl)([2H])([2H])[2H]